(R)- and (S)-2-(1-hydroxy-n-pentyl)benzoic acid O[C@H](CCCC)C1=C(C(=O)O)C=CC=C1 |r|